(S)-N-(5-((3-amino-6-bromopyridin-2-yl)amino)-2,3-dihydro-1H-inden-1-yl)acetamide NC=1C(=NC(=CC1)Br)NC=1C=C2CC[C@@H](C2=CC1)NC(C)=O